C[C@@H]1N[C@@H](C[C@]2(C1)OCCC1=CC(=CC=C12)C(F)(F)F)C=1N=NN(C1)C (1S,2'S,6'S)-2'-methyl-6'-(1-methyl-1H-1,2,3-triazol-4-yl)-6-(trifluoromethyl)spiro[isochroman-1,4'-piperidine]